N-[trans-4-(2-hydroxypropan-2-yl)cyclohexyl]-4-(6-methylfuro[3,2-c]pyridin-4-yl)benzamide OC(C)(C)[C@@H]1CC[C@H](CC1)NC(C1=CC=C(C=C1)C1=NC(=CC2=C1C=CO2)C)=O